N1=CC(=C2OCCCN21)C2=CN1C(S2)=C(C=N1)C(=O)NC=1C(=NC=C(C1)NC(=O)[C@@H]1N(CCC1)C(C)C)C (R)-2-(6,7-dihydro-5H-pyrazolo[5,1-b][1,3]oxazin-3-yl)-N-(5-(1-isopropylpyrrolidine-2-carboxamido)-2-methylpyridin-3-yl)pyrazolo[5,1-b]thiazole-7-carboxamide